FC([C@@H]1CCC=2N1C1=C(N2)C(=CC(=C1)C1=NC(=NC=C1F)NC1=NC=C(C=C1)CN1CCN(CC1)C)F)F (S)-4-(1-(difluoromethyl)-5-fluoro-2,3-dihydro-1H-benzo[d]pyrrolo[1,2-a]imidazol-7-yl)-5-fluoro-N-(5-((4-methylpiperazin-1-yl)methyl)pyridin-2-yl)pyrimidin-2-amine